C(=O)(OC(C)(C)C)NC(CCCCCC)N N-Boc-heptanediamine